OC[C@H](C1=CC=CC=C1)NC1=NC(=NC=C1C#N)NC=1C=C2CCNC(C2=CC1)=O 4-[[(1S)-2-hydroxy-1-phenyl-ethyl]amino]-2-[(1-oxo-3,4-dihydro-2H-isoquinolin-6-yl)amino]pyrimidine-5-carbonitrile